ClC=1C=C(OC2CN(C2)C(C)=O)C=CC1C=1N(C2=NC=NC(=C2N1)OC1(CC1)C)CC1=NC=CC(=C1)C 1-(3-(3-chloro-4-(6-(1-methylcyclopropoxy)-9-((4-methylpyridin-2-yl)methyl)-9H-purin-8-yl)phenoxy)azetidin-1-yl)ethan-1-one